Cl.C(#N)C1=C(C=CC(=C1)N1C(NC(CC1)=O)=O)N1CCC(CC1)(O)CC(=O)O 2-[1-[2-cyano-4-(2,4-dioxohexahydropyrimidin-1-yl)phenyl]-4-hydroxy-4-piperidyl]acetic acid hydrochloride